C(C)(=O)OCCC1=C(C=CC(=C1)F)OCOC 2-[5-fluoro-2-(methoxymethoxy) phenyl]-Ethyl acetate